Cl.FC(C1(CC1)CN)(F)F [1-(trifluoro-methyl)cyclopropyl]methanamine hydrochloride